monochlorovaleric acid ClC(C(=O)O)CCC